(2S)-2-dodecamido-4-(methylsulfinyl)butanoic acid C(CCCCCCCCCCC)(=O)N[C@H](C(=O)O)CCS(=O)C